C1CC12CCN(CC2)C=2C=C(N)C=CC2/C(=C/C=2C=C1C=CC=NC1=C(C2)N2CCC(CC2)(F)F)/F 3-{6-azaspiro[2.5]oct-6-yl}-4-[(1Z)-2-[8-(4,4-difluoropiperidin-1-yl)quinolin-6-yl]-1-fluorovinyl]aniline